C(CCC)C1=NC=2C(=C(N=NC2N)C=2COCC2)N1CC1=CC=C(C=C1)OC 2-butyl-7-(2,5-dihydrofuran-3-yl)-1-(4-methoxybenzyl)-1H-imidazo[4,5-d]pyridazin-4-amine